(6aR,7R,10aS)-4-benzyl-7,10a-dimethyl-8-oxo-2-(pyridin-4-yl)-5,6,6a,7,8,10a-hexahydrobenzo[h]quinazoline-9-carbonitrile C(C1=CC=CC=C1)C1=NC(=NC=2[C@]3([C@H](CCC12)[C@H](C(C(=C3)C#N)=O)C)C)C3=CC=NC=C3